CC(C)(OC(NCCOCCOCCOCCOCCC(=O)OC1=C(C(=C(C(=C1F)F)F)F)F)=O)C perfluorophenyl 2,2-dimethyl-4-oxo-3,8,11,14,17-pentaoxa-5-azaicosan-20-oate